COC(C(C)NP(=O)(OC1=CC=CC=C1)OC1=C(C(=C(C(=C1F)F)F)F)F)=O 2-(((perfluorophenoxy)(phenoxy)phosphoryl)amino)propanoic acid (2S)-methyl ester